(E)-4-(dimethylamino)-1-(10-((4-(thiazol-2-yloxy)phenyl)amino)-2,3-dihydro-4H-[1,4]oxazino[2,3-f]quinazolin-4-yl)but-2-en-1-one CN(C/C=C/C(=O)N1CCOC2=C3C(=NC=NC3=CC=C21)NC2=CC=C(C=C2)OC=2SC=CN2)C